NC1=NC(=C(N=C1[N+](=O)[O-])[N+](=O)[O-])N 2,6-diamino-3,5-dinitropyrazine